C1(=CC=CC=C1)CC[C@@H](C)O (R)-4-phenylbutan-2-ol